3-amino-N-[(6S)-2-[(5S,9S)-9-amino-2-oxa-7-azaspiro[4.4]nonan-7-yl]-5,6,7,8-tetrahydroquinolin-6-yl]-6-methylthieno[2,3-b]pyridine-2-carboxamide NC1=C(SC2=NC(=CC=C21)C)C(=O)N[C@@H]2CC=1C=CC(=NC1CC2)N2C[C@@]1(CCOC1)[C@@H](C2)N